Dimethyl azelate C(CCCCCCCC(=O)OC)(=O)OC